COC(C(CC(C1=CC(=CC=C1)C(F)(F)F)=O)=O)=O 2,4-dioxo-4-[3-(trifluoromethyl)phenyl]butanoic acid methyl ester